FC1=C(C=C(C=C1)C=1N=C2N(C=CC=N2)C1)OC 2-(4-Fluoro-3-methoxyphenyl)imidazo[1,2-a]pyrimidine